COCCOC=1C=C2C(NC=NC2=CC1OCCOC)=O 6,7-bis(2-methoxyethoxy)quinazoline-4-one